4-[N,N'-bis(2-hydroxyethyl)amino]benzaldehyde OCCN(CCO)C1=CC=C(C=O)C=C1